OC1=C(C(=O)N2CC3=CC=CC(=C3C2)NC(C=C)=O)C(=CC(=C1)O)C N-(2-(2,4-Dihydroxy-6-methylbenzoyl)isoindolin-4-yl)acrylamide